2,6-dimethoxyphthalic acid COC1(C(C(=O)O)C(=CC=C1)OC)C(=O)O